tert-Butyl ((1S,4S)-4-((6'-chloro-5-(morpholinomethyl)-[2,3'-bipyridin]-4'-yl)amino)cyclohexyl)carbamate ClC1=CC(=C(C=N1)C1=NC=C(C=C1)CN1CCOCC1)NC1CCC(CC1)NC(OC(C)(C)C)=O